3-bromo-5-(4-methoxybenzyl)-1,5-dihydro-4H-pyrrolo[2,3-d]pyridazin-4-one BrC1=CNC=2C=NN(C(C21)=O)CC2=CC=C(C=C2)OC